6-[6-[3-(cyclopropylamino)pyrrolidin-1-yl]quinoxalin-2-yl]-2,4-dimethyl-1,3-benzoxazol-5-ol C1(CC1)NC1CN(CC1)C=1C=C2N=CC(=NC2=CC1)C1=CC2=C(N=C(O2)C)C(=C1O)C